5-(2-cyano-5-(((5-fluoro-2,3-dihydrobenzofuran-4-yl)methyl)amino)imidazo[1,2-c]pyrimidin-8-yl)-N,1-dimethyl-1H-pyrazole-3-carboxamide C(#N)C=1N=C2N(C(=NC=C2C2=CC(=NN2C)C(=O)NC)NCC2=C(C=CC3=C2CCO3)F)C1